N'-((1,2,3,5,6,7-hexahydro-s-indacen-4-yl)carbamoyl)-3-((methylamino)methyl)-2,3-dihydropyrazolo[5,1-b]oxazole-7-sulfonimidamide C1CCC2=C(C=3CCCC3C=C12)NC(=O)N=S(=O)(N)C=1C=NN2C1OCC2CNC